C(C)(=O)C1=C(C=CC=C1)NC=1C=C2C3=C(C=NC2=CC1)C(C1=C3C=NC(=N1)C(F)(F)F)=O 2-((2-acetylphenyl)amino)-9-(trifluoromethyl)-7H-pyrimido[5',4':3,4]cyclopenta[1,2-c]quinolin-7-one